C(C1=CC=CC=C1)N1C(=O)C2(C3(C=CC(C2C1=O)C3)C)CC=C N-benzyl-allyl-methyl-bicyclo[2.2.1]hept-5-ene-2,3-dicarboximide